BrC=1C=CC2=C(C(NS2(=O)=O)C)C1F 5-bromo-4-fluoro-3-methyl-2,3-dihydrobenzo[d]isothiazole 1,1-dioxide